aminophenylboric acid compound with trifluoromethanesulfonyl chloride FC(S(=O)(=O)Cl)(F)F.NC1=C(C=CC=C1)OB(O)O